CC(C)(CCC(C)(OO)C)OO 2,5-Dimethyl-2,5-di(hydroperoxy)hexan